FC1(CC(N(CC1)C(=O)NCCCC1=CC=CC=C1)(C)C)F 4,4-Difluoro-2,2-dimethyl-N-(3-phenylpropyl)piperidine-1-carboxamide